N1=CC=C(C=C1)CCNC(C)=O N-(2-pyridine-4-ylethyl)acetamid